methyl (R)-2-amino-4-phenylbutyrate N[C@@H](C(=O)OC)CCC1=CC=CC=C1